CC1=C(C(=O)O)C=CC(=C1F)S(N(CC1=CC=C(C=C1)OC)CC1=CC=C(C=C1)OC)(=O)=O methyl-4-(N,N-bis(4-methoxybenzyl)sulfamoyl)-3-fluorobenzoic acid